CC(=CC1C(C1C(=O)[O-])(C)C)C 3-(2-methyl-1-propenyl)-2,2-dimethylcyclopropanecarboxylate